ethyl 4-(6-{[(2,4-dimethoxyphenyl)methyl]carbamoyl}-1-methyl-1H-pyrazolo[4,3-c]pyridin-4-yl)-2-(1-ethyl-3-methyl-1H-pyrazol-5-yl)-1,3-thiazole-5-carboxylate COC1=C(C=CC(=C1)OC)CNC(=O)C1=CC2=C(C(=N1)C=1N=C(SC1C(=O)OCC)C1=CC(=NN1CC)C)C=NN2C